COC(CC(C)(C)C)=O 3,3-dimethyl-butyric acid methyl ester